cyclopenta[b]pyrrole-2-carboxylic acid N1=C2C(C=C1C(=O)O)=CC=C2